ClC1=C(C=CC=C1NC(=O)C=1N(C2=C(CN(CC2)CCCC(=O)O)N1)C)C1=C(C(=CC=C1)NC(=O)C=1N(C2=C(CN(CC2)CCCC(=O)O)N1)C)Cl 4,4'-((((2,2'-dichloro-[1,1'-biphenyl]-3,3'-diyl)bis(azanediyl))bis(carbonyl))bis(1-methyl-1,4,6,7-tetrahydro-5H-imidazo[4,5-c]pyridine-2,5-diyl))dibutyric acid